ClC(=C)C=C 2-Chloro-1,3-Butadien